N1(CCCC1)ON=O pyrrolidin-1-oxynitroxyl